C(C)(C)(C)OC(=O)N1C[C@H]([C@H](CC1)NC(=O)OCC1=CC=CC=C1)N cis-3-amino-4-(benzyloxycarbonylamino)piperidine-1-carboxylic acid tert-butyl ester